5-(3-isopropyl-5-(piperidin-4-yl)-1H-indol-2-yl)-3-methyl-1-(tetrahydrofuran-3-yl)pyridin-2(1H)-one C(C)(C)C1=C(NC2=CC=C(C=C12)C1CCNCC1)C=1C=C(C(N(C1)C1COCC1)=O)C